N-(2-(4-((R)-3-(dimethylamino)pyrrolidine-1-yl)piperidine-1-yl)-5-((6-((R)-3-(2-fluoro-3-methylphenyl)isoxazolidine-2-yl)pyrimidine-4-yl)amino)-4-methoxyphenyl)acrylamide CN([C@H]1CN(CC1)C1CCN(CC1)C1=C(C=C(C(=C1)OC)NC1=NC=NC(=C1)N1OCC[C@@H]1C1=C(C(=CC=C1)C)F)NC(C=C)=O)C